NC1=NC=C(C=C1OC1(CCCC1)C=1C=C(C=CC1)NC(C1=CC(=CC=C1)C)=O)Cl N-(3-(1-((2-amino-5-chloropyridin-3-yl)oxy)cyclopentyl)phenyl)-3-methylbenzamide